1-(4-bromo-3-chloro-5-methoxyphenyl)pyrrolidin-2-one BrC1=C(C=C(C=C1OC)N1C(CCC1)=O)Cl